SulfoAmid S(=O)(=O)(O)[NH-]